C(N)(=O)C=1C=C(C=CC1F)NC(=O)[C@H]1O[C@]([C@H]([C@@H]1C1=C(C(=C(C=C1)F)F)OC)C)(C(F)(F)F)C (2S,3R,4S,5R)-N-(3-Carbamoyl-4-fluoro-phenyl)-3-(3,4-Difluoro-2-methoxy-phenyl)-4,5-dimethyl-5-(trifluoromethyl)tetrahydrofuran-2-carboxamid